tripropylene CCCCC(C)C(C)C.CCCC(C)CC(C)C.CC(C)CC(C)C(C)C